Cl.C(C)(C)(C)N1CCCCC1 (tert-butyl)piperidine hydrochloride